C(#N)C1=C(OC2=NC=NC(=C2)Cl)C=CC=C1 4-(2-cyanophenoxy)-6-chloropyrimidine